N[C@@H]1C[C@@H]2N(C(CCN(C2=O)[C@H](CCC(=O)O)C(=O)NCC2=CC(=C(C=C2)Cl)Cl)CCOC2=CC=CC=C2)C1 (4R)-4-((8R,9aS)-8-amino-1-oxo-5-(2-phenoxyethyl)hexahydro-1H-pyrrolo[1,2-a][1,4]diazepin-2(3H)-yl)-5-((3,4-dichlorobenzyl)amino)-5-oxopentanoic acid